N-[3-[1H-imidazol-4-ylmethyl(methyl)amino]phenyl]-N-isobutyl-2,4-dimethyl-benzamide N1C=NC(=C1)CN(C=1C=C(C=CC1)N(C(C1=C(C=C(C=C1)C)C)=O)CC(C)C)C